Isopropyl-2,3,4-tri-O-acetyl-β-D-glucopyranosuronic acid methyl ester COC([C@@H]1[C@H]([C@@H]([C@H]([C@](O)(O1)C(C)C)OC(C)=O)OC(C)=O)OC(C)=O)=O